ClC1=C(C=C(C(=C1)F)C=1C=C2C(=NC1)OC(O2)(F)F)C2=NOC(C2)(C(=O)OCC)C Ethyl 3-[2-chloro-5-(2,2-difluoro-[1,3]dioxolo[4,5-b]pyridin-6-yl)-4-fluoro-phenyl]-5-methyl-4H-isoxazole-5-carboxylate